(2S,6R)-4-(3-(3-cyclopropyl-1H-indazol-5-yl)imidazo[1,2-b]pyridazin-6-yl)-2,6-dimethylmorpholine C1(CC1)C1=NNC2=CC=C(C=C12)C1=CN=C2N1N=C(C=C2)N2C[C@@H](O[C@@H](C2)C)C